OC1CC(C1)N1CCS(CC1)(=O)=O 4-((1s,3s)-3-hydroxycyclobutyl)thiomorpholine 1,1-dioxide